O1CPC2=C1C=CC=C2 2,3-dihydrobenzo[d][1,3]oxaphosphole